[1,4]DIOXIN-6-CARBOXAMID O1C=COC=C1C(=O)N